1-isocyanato-10-[(isocyanatomethyl)thio]Decane N(=C=O)CCCCCCCCCCSCN=C=O